hydantoinic acid N1(C(=O)NC(=O)C1)C(=O)O